C(CCCCCCCCCCCCCCC)[N+](=CCCCCCCCCCCCCCCC)[O-] N-hexadecyl-α-pentadecyl-nitrone